BrC1=C(C(=C(C=C1C1CC1)NC)[N+](=O)[O-])N(CC1=C(C=C(C=C1)OC)OC)CC1=C(C=C(C=C1)OC)OC 4-bromo-5-cyclopropyl-N3,N3-bis(2,4-dimethoxybenzyl)-N1-methyl-2-nitrobenzene-1,3-diamine